O=C1NC(CCC1N1C(C2=CC=CC(=C2C1)NCC(=O)N1CCC(CC1)C(=O)O)=O)=O 1-[2-[[2-(2,6-dioxo-3-piperidyl)-1-oxo-isoindolin-4-yl]amino]acetyl]piperidine-4-carboxylic acid